BrC(C1=NC(=NO1)C=1C=C(C(=O)NCC(C)(C=2N=C(OC2)C2=CC=CC=C2)C)C=CC1)(F)F 3-(5-(bromodifluoromethyl)-1,2,4-oxadiazol-3-yl)-N-(2-methyl-2-(2-phenyloxazol-4-yl)propyl)benzamide